4'-Chloro-3-methoxycinnamanilide ClC1=CC=C(NC(C=CC2=CC(=CC=C2)OC)=O)C=C1